NC(C(CO)(C)NC(=O)C1=C(OC2=C1C=C(C=C2)OCC2=CN=C(O2)C)C)=O N-(1-Amino-3-hydroxy-2-methyl-1-oxopropan-2-yl)-2-methyl-5-((2-methyloxazol-5-yl)methoxy)benzofuran-3-carboxamide